4-Phenyl-4-(2-(pyrimidin-5-yloxy)ethyl)cyclohexan-1-one C1(=CC=CC=C1)C1(CCC(CC1)=O)CCOC=1C=NC=NC1